C(C)(C)(C)OC(=O)N1[C@@H](CN(CC1)C1=CN2C(=NC(=CC2=O)OS(=O)(=O)C2=CC=C(C)C=C2)S1)C (2R)-2-methyl-4-[5-oxo-7-(p-toluenesulfonyloxy)thiazolo[3,2-a]Pyrimidin-2-yl]Piperazine-1-carboxylic acid tert-butyl ester